OC1=C(C(=C(C(=C1C#N)F)C#N)F)C#N L-4-hydroxy-2,6-difluoro-1,3,5-benzenetrinitrile